acrylamidopentanoic acid C(C=C)(=O)NC(C(=O)O)CCC